N(=[N+]=[N-])CCOCCOCCOCCN 2-[2-[2-(2-azidoethoxy)ethoxy]ethoxy]ethanamine